P(O)([O-])([O-])=S O-hydrogen (S)-phosphorothioate